N[C@@H](CCC(=O)O)C(=O)O (+)-Glutamic acid